1,3-Bis(isocyanato-methyl)cyclohexan N(=C=O)CC1CC(CCC1)CN=C=O